2-{2,6-dichloro-3-[(2,2-dimethyl-propionylamino)-methyl]-phenylamino}-6-(2,2-difluoroethoxy)-1-methyl-1H-benzoimidazole-5-carboxylic acid (trans-4-trifluoromethylcyclohexyl)-amide FC([C@@H]1CC[C@H](CC1)NC(=O)C1=CC2=C(N(C(=N2)NC2=C(C(=CC=C2Cl)CNC(C(C)(C)C)=O)Cl)C)C=C1OCC(F)F)(F)F